ClC1=CC=CC(=N1)C1=NC(=NC(=N1)NC1CCC(CC1)(F)F)N[C@@H](C(F)(F)F)C (R)-6-(6-chloropyridin-2-yl)-N2-(4,4-difluorocyclohexyl)-N4-(1,1,1-trifluoropropan-2-yl)-1,3,5-triazine-2,4-diamine